CNC(C(=C)N1CCNCC1)=O N-methyl-2-(piperazin-1-yl)propenamide